[Sn].[W].[Zr] zirconium tungsten tin